CC=1C(=NC=C(C1)C)S(=O)(=O)Cl 3,5-dimethylpyridine-2-sulfonyl chloride